3-(6-(1H-pyrazol-1-yl)pyrid-2-yl)-5-(bromomethyl)-1-(2,6-difluorobenzyl)-6-(4-nitrophenyl)thieno[2,3-d]pyrimidine-2,4(1H,3H)-dione N1(N=CC=C1)C1=CC=CC(=N1)N1C(N(C2=C(C1=O)C(=C(S2)C2=CC=C(C=C2)[N+](=O)[O-])CBr)CC2=C(C=CC=C2F)F)=O